C(C)(C)(C)OC(NCCOC1=CC(=C2C(=N1)SC(=N2)C2=C1N=CC(=NC1=CC(=C2)C)OC)C)=O (2-((2-(2-methoxy-7-methylquinoxalin-5-yl)-7-methylthiazolo[5,4-b]pyridin-5-yl)oxy)ethyl)carbamic acid tert-butyl ester